O[C@H](COC=1C=C(C=CC1)S(=O)(=O)NC)CNC1COC2(C1)CCN(CC2)S(=O)(=O)C2=CC(=CC=C2)C=2C=NN(C2)CCC 3-((2S)-2-hydroxy-3-(8-(3-(1-propyl-1H-pyrazol-4-yl)phenylsulfonyl)-1-oxa-8-azaspiro[4.5]decan-3-ylamino)propoxy)-N-methylbenzenesulfonamide